(S)-(8,9-difluoro-6-methoxy-4-oxo-1,4-dihydro-2H-pyrano[3,4-c]isoquinolin-1-yl)(methyl)carbamic acid tert-butyl ester C(C)(C)(C)OC(N(C)[C@@H]1COC(C=2N=C(C=3C=C(C(=CC3C21)F)F)OC)=O)=O